N1=CC=CC2=CC=CC(=C12)[Al](C=1C=CC=C2C=CC=NC12)C=1C=CC=C2C=CC=NC12 tris(8-quinolinyl)-aluminium (III)